6-((4-(((2-(4-(3,5-dimethylisoxazol-4-yl)phenyl)cyclopropyl)amino)methyl)piperidin-1-yl)methyl)-N-hydroxynicotinamide TFA Salt OC(=O)C(F)(F)F.CC1=NOC(=C1C1=CC=C(C=C1)C1C(C1)NCC1CCN(CC1)CC1=NC=C(C(=O)NO)C=C1)C